2,5-bis(t-butoxycarbonylamino)pentanoic acid C(C)(C)(C)OC(=O)NC(C(=O)O)CCCNC(=O)OC(C)(C)C